2-(4-(methylthio)-7H-pyrrolo[2,3-d]pyrimidin-6-yl)phenol CSC=1C2=C(N=CN1)NC(=C2)C2=C(C=CC=C2)O